N-Dodecylimidazo[1,5-a]pyridine-6-carboxamide C(CCCCCCCCCCC)NC(=O)C=1C=CC=2N(C1)C=NC2